3-(dimethylamino)propyl-acrylamide CN(CCCC(C(=O)N)=C)C